N-[2-(4-chlorophenyl)benzotriazol-5-yl]-4-methyl-thiazol-2-amine ClC1=CC=C(C=C1)N1N=C2C(=N1)C=CC(=C2)NC=2SC=C(N2)C